The molecule is a quinolinemonocarboxylic acid that is kynurenic acid which is substituted by a methoxy group at position 8. It has a role as a metabolite, a carcinogenic agent and a mouse metabolite. It is a quinolinemonocarboxylic acid and a monohydroxyquinoline. It derives from a kynurenic acid. COC1=CC=CC2=C1NC(=CC2=O)C(=O)O